C(CCCN1N=C(C=C1C(=O)NC1=CC=C(C=C1)C)C1=CC=NC=C1)N1N=C(C=C1C(=O)NC1=CC=C(C=C1)C)C1=CC=NC=C1 1,1'-(butane-1,4-diyl)bis(3-(pyridin-4-yl)-N-(p-tolyl)-1H-pyrazole-5-carboxamide)